2-[4-[3-(2-Bromophenyl)-3-oxoprop-1-enyl]phenoxy]acetic acid BrC1=C(C=CC=C1)C(C=CC1=CC=C(OCC(=O)O)C=C1)=O